(R)-(2-oxo-1-(4-(trifluoromethyl)phenyl)cyclohexyl)carbamic acid tert-butyl ester C(C)(C)(C)OC(N[C@@]1(C(CCCC1)=O)C1=CC=C(C=C1)C(F)(F)F)=O